ClC1=C(C(=CC=C1Cl)OC)C1CCN=C(C1)NNCC 4-(2,3-dichloro-6-methoxyphenyl)-6-(2-ethylhydrazino)-2,3,4,5-tetrahydropyridine